4-ethyl-4'-cyanobiphenyl C(C)C1=CC=C(C=C1)C1=CC=C(C=C1)C#N